C1(CC1)C1=CC(=NN1)NC1=NC(=NC=C1)N1C[C@@H](CC1)CN(C)C |r| N-(5-cyclopropyl-1H-pyrazol-3-yl)-2-[rac-(3S)-3-[(dimethylamino)methyl]pyrrolidin-1-yl]pyrimidin-4-amine